(S)-N-(1-(1-(6-((dimethyl(oxo)-λ6-sulfaneylidene)amino)pyrimidin-4-yl)-1H-1,2,4-triazol-5-yl)ethyl)-3,5-bis(trifluoromethyl)benzamide CS(=O)(C)=NC1=CC(=NC=N1)N1N=CN=C1[C@H](C)NC(C1=CC(=CC(=C1)C(F)(F)F)C(F)(F)F)=O